ClC1=NC=C(C(=C1)C(=O)NCC(F)C1=C(C=C(C=C1)Cl)Cl)OC1=CC(=C(C=C1)F)F 2-chloro-N-[2-(2,4-dichlorophenyl)-2-fluoro-ethyl]-5-(3,4-difluorophenoxy)pyridine-4-carboxamide